OC(C)(C)C=1C=C(C=CC1)NC(OC1=CC=CC=C1)=O phenyl (3-(2-hydroxypropan-2-yl)phenyl)carbamate